C1(CCCC1)[C@@H](C(=O)O)C1=CC=C(C=C1)C1(COC1)NC(=O)C=1N(C2=CC(=C(C(=C2C1)Cl)Cl)OC)C |r| (±)-2-cyclopentyl-2-{4-[3-(4,5-dichloro-6-methoxy-1-methyl-1H-indole-2-amido)oxetan-3-yl]phenyl}acetic acid